C1(=CC(=CC=C1)CNC(CCCCCCCCCCC(CCCCCC)O)=O)CNC(CCCCCCCCCCC(CCCCCC)O)=O N,N'-[1,3-phenylenebis(methylene)]bis(12-hydroxystearamide)